7-(1-(2-fluoro-6-methylphenyl)piperidin-4-yl)-5-(5,6,7,8-tetrahydroquinolin-8-yl)pyrido[2,3-b]pyrazin-6(5H)-one FC1=C(C(=CC=C1)C)N1CCC(CC1)C1=CC=2C(=NC=CN2)N(C1=O)C1CCCC=2C=CC=NC12